1-Cyclopropyl-pseudouridine C1(CC1)N1C=C([C@H]2[C@H](O)[C@H](O)[C@@H](CO)O2)C(NC1=O)=O